1-(3-(3-(phenylmethyloxy)phenyl)cyclopentyl)propan-2-one C1(=CC=CC=C1)COC=1C=C(C=CC1)C1CC(CC1)CC(C)=O